(S)-5-methoxy-N-(1-(6-((2-methylthiazol-4-yl)amino)-2-morpholinopyrimidin-4-yl)ethyl)picolinamide COC=1C=CC(=NC1)C(=O)N[C@@H](C)C1=NC(=NC(=C1)NC=1N=C(SC1)C)N1CCOCC1